4-[(hydroxyethylsulphonyl)-phenylazo]-naphthalene OCCS(=O)(=O)C1=C(C=CC=C1)N=NC1=CC=CC2=CC=CC=C12